C(C)(C)(C)C1=CC=C(C=C1OP(O)(O)(CCCCCCCCCCCCC)CCCCCCCCCCCCC)C.ClC1=NC(=CC(=N1)N1[C@@H](COCC1)C)CI (3R)-4-[2-chloro-6-(iodomethyl)pyrimidin-4-yl]3-methylmorpholine 6-tert-butyl-3-methylphenyl-ditridecyl-phosphite